CC(=O)NC1C(C2C(COC(O2)C3=CC=CC=C3)OC1OCC4=CC=CC=C4)O benzyl 2-acetamido-4,6-O-benzylidene-2-deoxy-α-D-glucopyranoside